C(C=C)(=O)O.CCN(C)CC methyl-ethyl-dimethylamine acrylate